(2,2'-dimethyl-[1,1'-biphenyl]-3,3'-diyl)bis(4-cyclopropyl-5-formyl-2-pyridineamide) CC1=C(C=CC=C1C=1C(=NC=C(C1C1CC1)C=O)C(=O)N)C1=C(C(=CC=C1)C=1C(=NC=C(C1C1CC1)C=O)C(=O)N)C